CC1=CSC=2C3(N(C(C21)=O)C)CC3 3',5'-dimethylspiro[cyclopropane-1,6'-thieno[2,3-c]pyrrole]-4'-one